(4-cyclopropylpiperazin-1-yl)(7-((4-(ethylamino)-3-(trifluoromethyl)-1H-pyrrolo[2,3-b]pyridin-6-yl)amino)-2,3-dihydrobenzo-furan-4-yl)methanone C1(CC1)N1CCN(CC1)C(=O)C1=CC=C(C2=C1CCO2)NC2=CC(=C1C(=N2)NC=C1C(F)(F)F)NCC